2-fluoro-1,6-hexanediol FC(CO)CCCCO